5-((5-chloropyridin-2-yl)ethynyl)-N-(4-(methylsulfonyl)phenyl)-2,6-naphthyridin-3-amine ClC=1C=CC(=NC1)C#CC1=C2C=C(N=CC2=CC=N1)NC1=CC=C(C=C1)S(=O)(=O)C